N1(CCCC1)C=1C=C(CNC2=CC=NC=C2)C=CC1 N-(3-(pyrrolidin-1-yl)benzyl)pyridin-4-amine